C(C)(C)(C)OC(=O)N[C@H](C(=O)N(C)[C@H](/C=C(/C(=O)OCC)\C)C(C)C)C(C)(C)C ethyl (S,E)-4-((S)-2-((tert-butoxycarbonyl)amino)-N,3,3-trimethylbutanamido)-2,5-dimethylhex-2-enoate